Isoleucylglycin N[C@@H]([C@@H](C)CC)C(=O)NCC(=O)O